C(#N)C1(CC1)NS(=O)(=O)C=1C=C(C=2N(C1)C(=CN2)C=2SC(=NN2)C(F)F)N2C[C@@H](N[C@H](C2)C)C N-(1-cyanocyclopropyl)-3-(5-(difluoromethyl)-1,3,4-thiadiazol-2-yl)-8-((3S,5S)-3,5-dimethylpiperazin-1-yl)imidazo[1,2-a]pyridine-6-sulfonamide